2-fluoro-4-methyl-5-[2-methyl-8-(morpholin-4-yl)-[1,2,4]triazolo[1,5-a]pyridin-6-yl]phenyl-1,2,3-triazole-4-carboxamide FC1=C(C=C(C(=C1)C)C=1C=C(C=2N(C1)N=C(N2)C)N2CCOCC2)C2=C(N=NN2)C(=O)N